FC1(CC(=CC(=C1)F)C1=CC=CC=C1)OC 3,5-difluoro-(3-methoxy-[1,1'-biphenyl])